ClC1=C(C=CC(=C1)N)C1=C(C=C(N)C=C1)Cl 2,2'-dichlorobenzidine